CN(C(C1=CC=CC=C1)=O)C1CCC(CC1)CS(NC)(=O)=O N-methyl-N-(4-methylsulfamoylmethyl-cyclohexyl)-benzamide